N-(4-bromo-3-((1-methylazetidin-3-yl)sulfonyl)phenyl)-5-methyl-1-(tetrahydro-2H-pyran-2-yl)-1H-pyrazol-3-amine BrC1=C(C=C(C=C1)NC1=NN(C(=C1)C)C1OCCCC1)S(=O)(=O)C1CN(C1)C